[4-(5-chloro-1,2-dimethyl-imidazol-4-yl)-3,4-dihydro-1H-isoquinolin-2-yl]-(5-phenylisoxazol-3-yl)methanone ClC1=C(N=C(N1C)C)C1CN(CC2=CC=CC=C12)C(=O)C1=NOC(=C1)C1=CC=CC=C1